[C@H]12OCC[C@@H]2C=CC1 (1S,5R)-2-oxabicyclo-[3.3.0]octan-6-ene